C1(CC1)CN1C(=CC=2C1=NC=CC2)C2=NC1=C(N2C)C(=CC(=C1)C(=O)N1CC(C(CC1)F)N)OC 1-{2-[1-(Cyclopropylmethyl)-1H-pyrrolo[2,3-b]pyridin-2-yl]-7-methoxy-1-methyl-1H-1,3-benzodiazole-5-carbonyl}-4-fluoropiperidin-3-amine